C1(CCCCC1)CCN(C([C@H](CC1CC1)NC)=O)CC(=O)N 2-((S)-N-(2-cyclohexylethyl)-3-cyclopropyl-2-(methylamino)propanamido)acetamide